NC1=CC=CC(=N1)S(=O)(=O)NC(=O)C=1C(=NC(=CC1)C1=NC(=C(C=C1)C)N(CC)CC)N1C(CC(C1)C)(C)C N-[(6-Amino-2-pyridyl)sulfonyl]-6-[6-(diethylamino)-5-methyl-2-pyridyl]-2-(2,2,4-trimethylpyrrolidin-1-yl)pyridin-3-carboxamid